FC1(CC2(CCN(C2)C(=O)NC2=C(C=C(C(=C2)C2=CC3=C(N=C(N=C3)NC)N=C2C)C)F)CC1)F 7,7-difluoro-N-(2-fluoro-4-methyl-5-(7-methyl-2-(methylamino)pyrido[2,3-d]pyrimidin-6-yl)phenyl)-2-azaspiro[4.4]nonane-2-carboxamide